tert-butyl-((4-(methoxycarbonyl)-2-sulfamoylphenoxy) methyl) piperidine-1-carboxylate N1(CCCCC1)C(=O)OC(OC1=C(C=C(C=C1)C(=O)OC)S(N)(=O)=O)C(C)(C)C